L-3-fucosyllactose C1([C@@H](O)[C@H](O)[C@H](O)[C@@H](O1)C)[C@]1([C@H](C(O)O[C@@H]([C@H]1O[C@H]1[C@H](O)[C@@H](O)[C@@H](O)[C@H](O1)CO)CO)O)O